3-(N-(4-bromophenyl)sulfamoyl)-N-(2-morpholinoethyl)benzamide BrC1=CC=C(C=C1)NS(=O)(=O)C=1C=C(C(=O)NCCN2CCOCC2)C=CC1